tert-butyl (2S,3S)-2-methyl-3-[methyl-(2-nitrophenyl)sulfonyl-amino]pyrrolidine-1-carboxylate C[C@@H]1N(CC[C@@H]1N(S(=O)(=O)C1=C(C=CC=C1)[N+](=O)[O-])C)C(=O)OC(C)(C)C